CC1=CC(=NN1)C1=NN2C(N=C(C=C2N2CCOCC2)N2N=C(C=C2)C=2C=C(C=CC2)C)=C1 4-[2-(5-methyl-1H-pyrazol-3-yl)-5-[3-(m-tolyl)pyrazol-1-yl]pyrazolo[1,5-a]pyrimidin-7-yl]morpholine